C(C)N(CC(CO)(C)C)CC 3-diethylamino-2,2-dimethyl-1-propanol